ClC1=CC(=C(C=C1)NC([C@H]([C@H](CC)C)NC(OC(C)(C)C)=O)=O)C(=O)C1CCCCC1 tert-butyl ((2S,3S)-1-((4-chloro-2-(cyclohexanecarbonyl)phenyl)amino)-3-methyl-1-oxopentan-2-yl)carbamate